3-(4-(1-(4-Hydroxyphenyl)-2-phenylbut-1-en-1-yl)phenoxy)propane-1,2-diol OC1=CC=C(C=C1)C(=C(CC)C1=CC=CC=C1)C1=CC=C(OCC(CO)O)C=C1